FC(CN1C(=CC2=C(C=CC=C12)NC1CCN(CC1)CC(COC)O)C#CCNC1=C(C=C(C=C1)S(=O)(=O)C)OC)F 1-(4-{[1-(2,2-difluoroethyl)-2-{3-[(4-methanesulfonyl-2-methoxyphenyl)amino]prop-1-yn-1-yl}-1H-indol-4-yl]amino}piperidin-1-yl)-3-methoxypropan-2-ol